5-((((6-(2-chloro-3-(3-chloro-4-((2-fluoro-3-((3-(methoxymethyl)azetidin-1-yl)methyl)phenyl)amino)pyridin-2-yl)phenyl)-2-methoxypyridin-3-yl)methyl)amino)methyl)pyrrolidin-2-one ClC1=C(C=CC=C1C1=NC=CC(=C1Cl)NC1=C(C(=CC=C1)CN1CC(C1)COC)F)C1=CC=C(C(=N1)OC)CNCC1CCC(N1)=O